silicic acid, lithium-magnesium salt [Mg+2].[Li+].[Si]([O-])([O-])([O-])O